2-(2-(N-hydroxyethyl-N-ethylamino)ethoxy)-4,6-bis(trichloromethyl)-s-triazine OCCN(CC)CCOC1=NC(=NC(=N1)C(Cl)(Cl)Cl)C(Cl)(Cl)Cl